2,2'-dithiobis(N-methyl-phenylacetamide) CNC(C(SSC(C(=O)NC)C1=CC=CC=C1)C1=CC=CC=C1)=O